C[C@H]1[C@@H]([C@H]([C@H]([C@H](O1)O[C@@H]2[C@H](O[C@H]([C@@H]([C@H]2O)O)O)CO)O)O[C@@H]3[C@@H]([C@H]([C@H]([C@H](O3)CO)O)O)O)O[C@H]4[C@@H]([C@H]([C@H]([C@H](O4)CO)O)O[C@H]5[C@@H]([C@H]([C@@H]([C@H](O5)CO)O[C@H]6[C@@H]([C@H]([C@H]([C@H](O6)CO)O)O)NC(=O)C)O)NC(=O)C)O The molecule is a polysaccharide derivative with a repeating unit consisting of beta-D-galactosyl, beta-D-rhamnoosyl and beta-D-glucosyl residues all linked (1->4), to the galactosyl residue of which is attached an N-acetyl-beta-D-galactosaminyl-(1->4)-N-acetyl-beta-D-glucosaminyl disaccharide unit via a (1->3) linkage, while to the rhamnosyl residue is linked (1->3) an alpha-D-galactosyl residue, with all repeating units being linked (1->4). Desialylated polysaccharide of Streptococcus suis serotype 1/2.